(R)-1-(3-chloro-4-hydroxyphenyl)-6-fluoro-4-oxo-7-(2-((pyridin-2-yloxy)methyl)pyrrolidin-1-yl)-1,4-dihydroquinoline-3-carboxylic acid ClC=1C=C(C=CC1O)N1C=C(C(C2=CC(=C(C=C12)N1[C@H](CCC1)COC1=NC=CC=C1)F)=O)C(=O)O